1-(5-Chloro-2-((2-methoxy-4-(4-methylpiperazin-1-yl)phenyl)amino)pyrimidin-4-yl)-N-(cyanomethyl)-1H-pyrrole-3-carboxamide ClC=1C(=NC(=NC1)NC1=C(C=C(C=C1)N1CCN(CC1)C)OC)N1C=C(C=C1)C(=O)NCC#N